CC(C)(OC(NCNOCCOCCOCCCC(CCC(=O)O)=O)=O)C 2,2-Dimethyl-4,18-dioxo-3,8,11,14-tetraoxa-5,7-diazahenicosan-21-oic acid